CC1=C(C(O[C@]1(C(F)(F)F)C)=O)C(=O)O (R)-4,5-dimethyl-2-oxo-5-(trifluoromethyl)-2,5-dihydrofuran-3-carboxylic acid